C(C)(C)OC1=NC=CC=C1C=1C=NN2C1N=C(C=C2)N2CCN(CC2)C(=O)OC2(COC2)C (3-methyloxetan-3-yl) 4-[3-(2-isopropoxy-3-pyridyl)pyrazolo[1,5-a]pyrimidin-5-yl]piperazine-1-carboxylate